5-bromo-2-[1-(ethoxymethoxy)ethenyl]pyrimidine BrC=1C=NC(=NC1)C(=C)OCOCC